6-(4-Methoxy-3-tricyclo[3.3.1.13,7]dec-1-ylphenyl)-2-naphthalenecarboxylic acid COC1=C(C=C(C=C1)C=1C=C2C=CC(=CC2=CC1)C(=O)O)C12CC3CC(CC(C1)C3)C2